C(C)N(C1CCC(CC1)=O)CC 4-(diethylamino)cyclohexanone